(4-(3-amino-1H-indazol-5-yl)pyridine-2-yl)-3-(pyridine-4-ylmethyl)urea NC1=NNC2=CC=C(C=C12)C1=CC(=NC=C1)NC(=O)NCC1=CC=NC=C1